Cl.CC=1N=C2N(C=C(C(=C2)OC2COCC2)C(=O)NC=2N=NC(=CC2)N2C[C@@H](NCC2)C)C1 2-methyl-N-(6-((S)-3-methylpiperazin-1-yl)pyridazin-3-yl)-7-((tetrahydrofuran-3-yl)oxy)imidazo[1,2-a]pyridine-6-carboxamide hydrochloride